FC=1C=C(C=CC1OC1=C2C(=NC=C1)NC(N2C(C)C)=O)NC(=O)C=2C=NN(C2C2=CC=CC=C2)C2=CC=CC=C2 N-(3-fluoro-4-((1-isopropyl-2-oxo-2,3-dihydro-1H-imidazo[4,5-b]pyridine-7-yl)oxy)phenyl)-1,5-diphenyl-1H-pyrazole-4-carboxamide